N=1NC=C2N=C3N(C=CC=C3)C21 2H-pyrazolo[4',3':4,5]imidazo[1,2-a]pyridine